BrC1=C(C(=CC=C1)F)[N+](=O)[O-] 1-bromo-3-fluoro-2-nitro-benzene